6-[(±)-butan-2-yl]-2-tert-butyl-6,7-dihydro-4H-pyrazolo[1,5-a]pyrrolo[3,4-d]pyrimidine-5,8-dione C[C@H](CC)N1C(C=2NC=3N(C(C2C1)=O)N=C(C3)C(C)(C)C)=O |r|